methyl (3S)-1-(5-(4-cyclopropyl-3-fluorophenyl)-2,3-dihydro-1H-inden-1-yl)pyrrolidine-3-carboxylate C1(CC1)C1=C(C=C(C=C1)C=1C=C2CCC(C2=CC1)N1C[C@H](CC1)C(=O)OC)F